(4aS,7aS)-N-[4-(3-Cyanophenyl)-5-[2-(difluoromethyl)-6-methyl-4-pyridyl]thiazol-2-yl]-4-methyl-2,3,4a,5,7,7a-hexahydropyrrolo[3,4-b][1,4]oxazin-6-carboxamid C(#N)C=1C=C(C=CC1)C=1N=C(SC1C1=CC(=NC(=C1)C)C(F)F)NC(=O)N1C[C@@H]2OCCN([C@H]2C1)C